C1(CCC1)N1C[C@@H](CCC1)N1CCC2=C1N=NC(=C2)C2=C(C=C(C=C2C)C(F)(F)F)O 2-[7-[(3R)-1-cyclobutyl-3-piperidyl]-5,6-dihydropyrrolo[2,3-c]pyridazin-3-yl]-3-methyl-5-(trifluoromethyl)phenol